tert-Butyl chloromethyl (2E)-but-2-enedioate C(\C=C\C(=O)OCCl)(=O)OC(C)(C)C